10-fluoro-6-(3-(methylamino)propylamino)-12H-thiochromeno[2,3-c]quinolin-12-one FC1=CC=2C(C3=C(C(=NC4=CC=CC=C34)NCCCNC)SC2C=C1)=O